[Si](C)(C)(C(C)(C)C)OC1=CC(=C(C=C1)\N=C(/N)\C1=C(C=2N(N=C1)C=C(C2)C=2C=NC(=CC2)OC)NC2CN(CCC2)C(=O)OC(C)(C)C)CC tert-butyl 3-[[3-[(Z)-N'-[4-[tert-butyl(dimethyl)silyl]oxy-2-ethyl-phenyl]-carbamimidoyl]-6-(6-methoxy-3-pyridyl)pyrrolo[1,2-b]pyridazin-4-yl]amino]piperidine-1-carboxylate